6-(10-hydroxydecyloxy)naphthalene-2-carboxylic acid OCCCCCCCCCCOC=1C=C2C=CC(=CC2=CC1)C(=O)O